(1R,3R)-1-(4-{[(4-aminophenyl)methanesulfonyl]carbamoyl}-1,3-thiazol-2-yl)-3-[(2S,3S)-N-hexyl-3-methyl-2-{[(2R)-1-methylpiperidin-2-yl]formamido}pentanamido]-4-methylpentyl acetate C(C)(=O)O[C@H](C[C@H](C(C)C)N(C([C@H]([C@H](CC)C)NC(=O)[C@@H]1N(CCCC1)C)=O)CCCCCC)C=1SC=C(N1)C(NS(=O)(=O)CC1=CC=C(C=C1)N)=O